tert-butyl N-{4-[(E)-2-(4,4,5,5-tetramethyl-1,3,2-dioxaborolan-2-yl)ethenyl]-1,3-thiazol-2-yl}carbamate CC1(OB(OC1(C)C)/C=C/C=1N=C(SC1)NC(OC(C)(C)C)=O)C